F[C@H]1CN(CCC1=O)C(=O)OC(C)(C)C tert-butyl (3S)-3-fluoro-4-oxo-piperidine-1-carboxylate